N(=[N+]=[N-])CC1(CN(C1)S(=O)(=O)C1=C(C=C(C=C1)Cl)Cl)COC1=CC(=C(C#N)C=C1)F 4-((3-(azidomethyl)-1-((2,4-dichlorophenyl)sulfonyl)azetidin-3-yl)methoxy)-2-fluorobenzonitrile